(1R,3S)-3-(3-{[(2-methyl-1,3-thiazol-5-yl)acetyl]-amino}-1H-pyrazol-5-yl)-cyclopentyl[(1R,2S)-2-methylcyclopentyl]carbamate CC=1SC(=CN1)CC(=O)NC1=NNC(=C1)[C@@H]1C[C@@H](CC1)N(C([O-])=O)[C@H]1[C@H](CCC1)C